C(C)(C)(C)C1OC2=C(C=C(C(=C2)OC)C=2C(=NN(C2C)CC(=O)N(C)C)C)C=2N(N=C(C21)C(=O)NC)C2=CC(=CC(=C2)Cl)Cl tert-butyl-1-(3,5-dichlorophenyl)-8-(1-(2-(dimethylamino)-2-oxoethyl)-3,5-dimethyl-1H-pyrazol-4-yl)-7-methoxy-N-methyl-1,4-dihydrobenzopyrano[4,3-c]pyrazole-3-carboxamide